P(OC1=C(C=CC=C1C)C)(OC1=C(C=CC=C1C)C)OC1=C(C=CC=C1C)C tris-(2,6-xylyl) phosphite